CC=1C(=CN2N=C(N=C(C21)O)C=2N(C=CN2)C)C2=CC=NC=C2 C5-methyl-2-(1-methyl-1H-imidazol-2-yl)-6-(pyridin-4-yl)pyrrolo[2,1-f][1,2,4]triazin-4-ol